5-((2-(3-(3-Morpholinopropoxy)phenyl)thieno[3,2-d]pyrimidin-4-yl)amino)pyridin-2(1H)-one O1CCN(CC1)CCCOC=1C=C(C=CC1)C=1N=C(C2=C(N1)C=CS2)NC=2C=CC(NC2)=O